7-((2S,5R)-2,5-diethyl-4-(1-(2-methylthiazolo[5,4-b]pyridin-5-yl)ethyl-2,2,2-d3)piperazin-1-yl)-4-(methyl-d3)-2-(tetrahydro-2H-pyran-2-yl)-2,4-dihydro-5H-pyrazolo[4,3-b]pyridin-5-one C(C)[C@@H]1N(C[C@H](N(C1)C(C([2H])([2H])[2H])C1=CC=C2C(=N1)SC(=N2)C)CC)C=2C=1C(N(C(C2)=O)C([2H])([2H])[2H])=CN(N1)C1OCCCC1